CO/C=C(\\C1=CC=CC=C1COC2=C(C=C(C=C2)C(F)(F)F)Cl)/C(=O)OC The molecule is an enoate ester that is the methyl ester of (2E)-2-(2-{[2-chloro-4-(trifluoromethyl)phenoxy]methyl}phenyl)-3-methoxyprop-2-enoic acid. A fungicide active against various fungal infections including downy mildew, blight, powdery mildew and rice blast. It has a role as a mitochondrial cytochrome-bc1 complex inhibitor and an antifungal agrochemical. It is an enoate ester, an enol ether, an aromatic ether, a member of monochlorobenzenes, a member of (trifluoromethyl)benzenes, a methyl ester and a methoxyacrylate strobilurin antifungal agent.